hexakis(ethylamino)disilane C(C)N[Si]([Si](NCC)(NCC)NCC)(NCC)NCC